C(C)(C)(C)N1N=C(C=C1C1=NC2=C(N1COCC[Si](C)(C)C)C(=CC=C2)C)C2CC(CC2)O 3-(1-(tert-butyl)-5-(7-methyl-1-((2-(trimethylsilyl)ethoxy)methyl)-1H-benzo[d]imidazol-2-yl)-1H-pyrazol-3-yl)cyclopentan-1-ol